6-(2,5-diazabicyclo[2.2.2]octan-2-yl)-N-(6-(5-fluoro-2-methylphenyl)-5-(trifluoromethyl)pyridin-2-yl)pyridine-2-sulfonamide C12N(CC(NC1)CC2)C2=CC=CC(=N2)S(=O)(=O)NC2=NC(=C(C=C2)C(F)(F)F)C2=C(C=CC(=C2)F)C